BrC1=CC=C(C=C1)N1C(N(C2=C1C=CC=C2)CC(=O)NCC(F)(F)F)=O 2-[3-(4-bromophenyl)-2-oxo-benzimidazol-1-yl]-N-(2,2,2-trifluoroethyl)acetamide